CC(C(C(=O)[O-])O)C(=O)[O-] The molecule is a dicarboxylic acid dianion obtained by deprotonation of both carboxy groups of 3-methylmalic acid; major microspecies at pH 7.3 It has a role as a human metabolite. It is a conjugate base of a 3-methylmalic acid.